isopropyl (R,E)-5'-(3-(2-((tert-butoxycarbonyl)(methyl)amino)ethoxy) prop-1-en-1-yl)-2'-oxo-1',2',5,7-tetrahydrospiro[cyclopenta[c]pyridine-6,3'-pyrrolo[2,3-b]pyridine]-3-carboxylate C(C)(C)(C)OC(=O)N(CCOC/C=C/C=1C=C2C(=NC1)NC([C@@]21CC2=C(C=NC(=C2)C(=O)OC(C)C)C1)=O)C